4-(3-(trifluoromethyl)but-3-en-1-yn-1-yl)-1,1'-biphenyl FC(C(C#CC1=CC=C(C=C1)C1=CC=CC=C1)=C)(F)F